(R)-2-((1-(3,6-dimethyl-2-(methylthio)-4-oxo-3,4-dihydroquinazolin-8-yl)ethyl)amino)-5-fluorobenzoic acid CN1C(=NC2=C(C=C(C=C2C1=O)C)[C@@H](C)NC1=C(C(=O)O)C=C(C=C1)F)SC